5-chloro-N4-(1-(2,5-difluoro-4-methoxybenzyl)piperidin-4-yl)-3-nitropyridine-2,4-diamine ClC=1C(=C(C(=NC1)N)[N+](=O)[O-])NC1CCN(CC1)CC1=C(C=C(C(=C1)F)OC)F